CNCCN1CC2C(C1)CN(C2)C=O (5-(2-(methylamino)ethyl)hexahydropyrrolo[3,4-c]pyrrol-2(1H)-yl)methanone